CC=1C(=NN(N1)C1CCN(CC1)C)NC1=NC=C(C(=N1)NCCCNC(=O)C1COC1)C(F)(F)F N-(3-((2-((5-methyl-2-(1-methylpiperidin-4-yl)-2H-1,2,3-triazol-4-yl)amino)-5-(trifluoromethyl)pyrimidin-4-yl)amino)propyl)oxetan-3-carboxamide